FC1=NC=CC=C1C=1C=C2C(=NNC2=CC1)C(=O)NC1=C2C(=NC=C1)N(N=C2)C 5-(2-Fluoropyridin-3-yl)-N-(1-methyl-1H-pyrazolo[3,4-b]pyridin-4-yl)-1H-indazole-3-carboxamide